(S)-1-(2-Fluoro-5-methylphenyl)ethylamine hydrochloride Cl.FC1=C(C=C(C=C1)C)[C@H](C)N